C(C)(C)(C)NS(=O)(=O)C1=C(C=CC(=C1)NC(=O)N[C@H](C)C1=CC=CC=C1)C1=CN=C(S1)C1CCC(CC1)NC(OC1COC1)=O oxetan-3-yl ((1R,4r)-4-(5-(2-(N-(tert-butyl)sulfamoyl)-4-(3-((R)-1-phenylethyl)ureido)phenyl)thiazol-2-yl)cyclohexyl)carbamate